C1(CC1)C=1N=CC=2C3=C(C=C(C2C1)S(=O)(=O)NC1CC(C1)(F)F)C(CC3)N3C(=NN=C3)NCC3CC3 3-cyclopropyl-7-[3-(cyclopropylmethylamino)-1,2,4-triazol-4-yl]-N-(3,3-difluorocyclobutyl)-8,9-dihydro-7H-cyclopenta[H]isoquinoline-5-sulfonamide